3-(5-bromo-1-ethyl-2-{2-[(1S)-1-methoxyethyl] pyridin-3-yl} indol-3-yl)-2,2-dimethylpropyl acetate C(C)(=O)OCC(CC1=C(N(C2=CC=C(C=C12)Br)CC)C=1C(=NC=CC1)[C@H](C)OC)(C)C